ClC=1C(=CC=C2N=CC(=NC12)C1=CC(=NO1)CC1CCNCC1)OC1=CC2=C(N=C(N2)C)C=C1 5-[8-chloro-7-[(2-methyl-3H-benzimidazol-5-yl)oxy]quinoxalin-2-yl]-3-(4-piperidylmethyl)isoxazole